C(C)N(C(C1=C(C=C(C(=C1)C(C)C)O)O)=O)C=1C=CC=C2C=CN(C12)C N-ethyl-2,4-dihydroxy-5-isopropyl-N-(1-methyl-1H-indol-7-yl)benzamide